CC(C)(C)NC(=O)OCC(C1=NC=NC=C1)OC1=CC2=C(C[C@H](NC([C@@H](N2C)C(C)C)=O)CO)C=C1 2-[(2S,5S)-5-(hydroxymethyl)-2-isopropyl-1-methyl-3-oxo-1,2,3,4,5,6-hexahydro-1,4-benzodiazocin-9-yloxy]-2-(4-pyrimidinyl)ethyl 2-methyl-2-propanecarbamate